(2S,3R,4R)-4-((R)-2-amino-3-methylbutanamido)-3-(3-boronopropyl)pyrrolidine-2-carboxylic acid N[C@@H](C(=O)N[C@@H]1[C@H]([C@H](NC1)C(=O)O)CCCB(O)O)C(C)C